FC=1C=C(C=C(C1)F)N(C(OC)=O)C1=NC(=C(C=C1)OC)C(NC1C(CC1)(C)C)=O methyl N-(3,5-difluorophenyl)-N-[6-[(2,2-dimethylcyclobutyl) carbamoyl]-5-methoxy-2-pyridyl]carbamate